C(C1=CC=CC=C1)N1CC=2C=C(C(=NC2CC1)OCC1=CC=C(C=C1)OC)F 6-benzyl-3-fluoro-2-((4-methoxybenzyl)oxy)-7,8-dihydro-1,6-naphthyridine